1-(4-fluorophenyl)-6-methyl-2-keto-1,2-dihydropyridine-3-carboxylic acid FC1=CC=C(C=C1)N1C(C(=CC=C1C)C(=O)O)=O